FC1(CCN(CCC1)C1=NC(=NC(=C1C(=O)O)C)SC)F 4-(4,4-difluoroazepan-1-yl)-6-methyl-2-(methylthio)pyrimidine-5-carboxylic acid